FC1=C(C=CC(=C1)F)C1=CC(=NO1)C(=O)NC1(CN(C1)C1CCC(CC1)(C)O)CC(=O)NC(C)(C)C1=CC(=CC(=C1)F)F 5-(2,4-difluorophenyl)-N-(3-(2-((2-(3,5-difluorophenyl)propan-2-yl)amino)-2-oxoethyl)-1-(4-hydroxy-4-methylcyclohexyl)azetidin-3-yl)isoxazole-3-carboxamide